(S)-6-bromo-2-(1-cyclopropylethyl)-3-oxoisoindoline-4-carboxylic acid BrC=1C=C(C=2C(N(CC2C1)[C@@H](C)C1CC1)=O)C(=O)O